BrC1=NC=CC=C1C1CC1 2-bromo-3-cyclopropylpyridine